([tert-butyl(dimethyl)silyl]oxy)-2-({[tert-butyl(dimethyl)silyl]oxy}methyl)-2-hydroxypropanoate [Si](C)(C)(C(C)(C)C)OCC(C(=O)[O-])(O)CO[Si](C)(C)C(C)(C)C